4-methyl-nitrosoamino-1-(3-pyridinyl)-1-butanone CCCC(C(=O)C=1C=NC=CC1)NN=O